NC1=NC(=NC(=C1)C)O 4-amino-2-hydroxy-6-methylpyrimidine